NC=1C=2N(C3=CC(=C(C=C3N1)F)C(=O)N1[C@@H]3[C@H](OCC1)CC=1C=C(C=CC13)OC(F)(F)F)C=NC2 (4-amino-7-fluoroimidazo[1,5-a]quinoxalin-8-yl)((4aS,9aR)-7-(trifluoromethoxy)-2,3,9,9a-tetrahydroindeno[2,1-b][1,4]oxazin-4(4aH)-yl)methanone